C(CCC)NC1=CC=C2C(=N1)C(=CN2)C=2CCN(CC2)CC2=CC=CC=C2 5-(N-[butyl]amino)-3-(1-benzyl-1,2,3,6-tetrahydro-pyridin-4-yl)pyrrolo-[3,2-b]pyridine